Cl.Cl.CN(CC=O)C 2-(dimethylamino)ethan-1-one dihydrochloride